BrC1=CC=C(C=C1)NC1=CC=C(C=C1)Br di-(4-bromo-phenyl)-amine